2-morpholin-4-ylethyl (E)-6-(4-hydroxy-methoxy-7-methyl-3-oxo-1H-2-benzofuran-5-yl)-4-methylhex-4-enoate OC1=C(C=C(C=2C(OC(C21)=O)OC)C)C/C=C(/CCC(=O)OCCN2CCOCC2)\C